CC1=CC=C(S1)C1(CC1)C#N 1-(5-methylthiophene-2-yl)cyclopropanecarbonitrile